ClC=1C=C2C(CC(OC2=CC1)C(=O)NC12CCC(CC1)(CC2)NC(OC(C)(C)C)=O)=O tert-butyl (4-(6-chloro-4-oxochroman-2-carboxamido)bicyclo[2.2.2]octan-1-yl)carbamate